C[C@H]1CC=C(N(C1)C(=O)OC(C)(C)C)C=1C=NC(=CC1)C (S)-tert-butyl 5,6'-dimethyl-5,6-dihydro-[2,3'-bipyridine]-1(4H)-carboxylate